rel-(1S,3aR,7aS)-octahydro-1H-isoindole-1-carboxylic acid methyl ester HCl salt Cl.COC(=O)[C@H]1NC[C@@H]2CCCC[C@H]12 |o1:5,8,13|